20-carboxyl-pregn-4-ene C(=O)(O)C(C)[C@H]1CC[C@H]2[C@@H]3CCC4=CCCC[C@]4(C)[C@H]3CC[C@]12C